C(C)OC(CC1=C(C=C(C=C1)OC)OCC1=COC2=C1C=C(C=C2NC(C)C)Cl)=O 2-(2-((5-chloro-7-(isopropylamino)benzofuran-3-yl)methoxy)-4-methoxyphenyl)acetic acid ethyl ester